C(CCCCCCCCCCC)(=O)[O-].C(CCCCCCCCCCC)(=O)[O-].C(CC)[Sn+2]CCC dipropyltin dilaurate